FC(C[C@H](C(=O)NC1=NC=CC(=C1)C1=C(C2=NC(=CC(=C2N1)OCCOC)F)C1=NC=CC=C1)C1=CC=C(C=C1)F)F (2S)-4,4-Difluoro-N-{4-[5-fluoro-7-(2-methoxyethoxy)-3-(pyridin-2-yl)-1H-pyrrolo[3,2-b]pyridin-2-yl]pyridin-2-yl}-2-(4-fluorophenyl)butanamid